C(CCC)OC(=C)C=1C=C(C=C2C(N(C(=NC12)N1CCOCC1)CCOC)=O)C 8-(1-butoxyvinyl)-3-(2-methoxyethyl)-6-methyl-2-morpholino-quinazolin-4-one